FC(C=1C=C(C=C(C1)C(F)(F)F)C1CCN(CC1)C(=O)C1=NNC2=C1CN(CC2)C(=O)OC(C)(C)C)(F)F tert-butyl 3-(4-(3,5-bis(trifluoromethyl)phenyl)piperidine-1-carbonyl)-1,4,6,7-tetrahydro-5H-pyrazolo[4,3-c]pyridine-5-carboxylate